4-(4-(1H-pyrazol-1-yl)butoxy)quinazoline N1(N=CC=C1)CCCCOC1=NC=NC2=CC=CC=C12